2,7-dipropargyloxynaphthalene C(C#C)OC1=CC2=CC(=CC=C2C=C1)OCC#C